4-methoxy-N-[(2S)-4-methyl-1-oxo-1-({(2S)-3-oxo-1-[(3S)-2-oxopiperidin-3-yl]-4-[(pyridin-2-yl)oxy]butan-2-yl}amino)pentan-2-yl]-1H-indole-2-carboxamide COC1=C2C=C(NC2=CC=C1)C(=O)N[C@H](C(N[C@@H](C[C@H]1C(NCCC1)=O)C(COC1=NC=CC=C1)=O)=O)CC(C)C